methyl 5-(3-isopropyl-1,2,4-triazol-1-yl)-2-methoxy-benzoate C(C)(C)C1=NN(C=N1)C=1C=CC(=C(C(=O)OC)C1)OC